1,3-Diphenyl-8H-indeno[1,2-c]thiophen-8-one C1(=CC=CC=C1)C1=C2C(=C(S1)C1=CC=CC=C1)C=1C=CC=CC1C2=O